3-(3-aminophenyl)-3-phenylpropionitrile NC=1C=C(C=CC1)C(CC#N)C1=CC=CC=C1